CN1C(C2=C(C=C1)C(=CN2COCC[Si](C)(C)C)B2OC(C)(C)C(C)(C)O2)=O 6-methyl-1-((2-(trimethylsilyl)ethoxy)methyl)-1,6-dihydro-7H-pyrrolo[2,3-c]Pyridine-7-one-3-boronic acid pinacol ester